BrCC1=CC(=NC=C1C(=O)OC)OC methyl 4-(bromomethyl)-6-methoxynicotinate